ClC1=CC(=C(C=C1)CC=O)F 2-(4-chloro-2-fluorophenyl)acetaldehyde